N-(6-(1-methylpiperidin-4-yl)-1H-benzo[d]imidazol-2-yl)-6-(trifluoromethyl)quinolin-2-amine CN1CCC(CC1)C=1C=CC2=C(NC(=N2)NC2=NC3=CC=C(C=C3C=C2)C(F)(F)F)C1